O.[Fe].[Ti].[V] vanadium-titanium-iron water